5-[1-(2-Fluoro-6-methyl-phenyl)-piperidin-4-yl]-2-[1-(5-isopropyl-[1,3,4]oxadiazol-2-yl)-azetidin-3-yl]-7-(2-trifluoromethylbenzyl)-2,4,5,7-tetrahydro-pyrazolo[3,4-d]pyrimidin-6-one FC1=C(C(=CC=C1)C)N1CCC(CC1)N1C(N(C=2C(C1)=CN(N2)C2CN(C2)C=2OC(=NN2)C(C)C)CC2=C(C=CC=C2)C(F)(F)F)=O